N1(C=NC=C1)C=1N=CC2=C(N1)C(=CC(N2C)=O)NC2=CC=C(C#N)C=C2 4-((2-(1H-Imidazol-1-yl)-5-methyl-6-oxo-5,6-dihydropyrido[3,2-d]pyrimidin-8-yl)amino)benzonitril